4-chloro-5-((R)-3-((4-((1R,5S)-3,3-difluoro-8-azabicyclo[3.2.1]octan-8-yl)pyridin-2-yl)oxy)pyrrolidin-1-yl)-2-(2-hydroxyethyl)pyridazin-3(2H)-one ClC=1C(N(N=CC1N1C[C@@H](CC1)OC1=NC=CC(=C1)N1[C@H]2CC(C[C@@H]1CC2)(F)F)CCO)=O